5-(5-(cyclopropylmethyl)-2-(2-methyl-2H-indazol-5-yl)-3-oxo-3,5-dihydro-2H-pyrrolo[3,2-c]pyridazin-4-yl)picolinonitrile C1(CC1)CN1C=CC2=NN(C(C(=C21)C=2C=CC(=NC2)C#N)=O)C2=CC1=CN(N=C1C=C2)C